FC(S(=O)(=O)[O-])(F)F.C1(=C(C(=CC(=C1)C)C)[I+]C1=CC=C(C=C1)OC(F)(F)F)C mesityl-(4-(trifluoromethoxy)phenyl)iodonium trifluoromethanesulfonate